NC1=NC=NC=2N(C3=CC(=CC=C3C21)OC)CC(=O)N2[C@@H]1C[C@@H]1C[C@H]2C(=O)NC2=NC(=CC=C2)Br (1R,3S,5R)-2-(2-(4-amino-7-methoxy-9H-pyrimido[4,5-b]indol-9-yl)acetyl)-N-(6-bromopyridin-2-yl)-2-azabicyclo[3.1.0]hexane-3-carboxamide